6'-bromo-2,2-difluoro-2',3'-dihydro-1'H-spiro[cyclopropane-1,4'-isoquinoline] BrC=1C=C2C3(CNCC2=CC1)C(C3)(F)F